2-{3-[2-(3,3-difluoropyrrolidin-1-yl)ethoxy]phenyl}-N-methylethan-1-amine FC1(CN(CC1)CCOC=1C=C(C=CC1)CCNC)F